FC1=C(C=CC(=C1I)F)NS(=O)(=O)C1=CC(=CC(=C1)C(F)(F)F)C(F)(F)F N-(2,4-difluoro-3-iodophenyl)-3,5-bis(trifluoromethyl)benzenesulfonamide